tert-butyl 2-(4-(4-ethoxybenzyl)-2-(2-isopropylphenyl)-6-oxopiperazin-1-yl)-7-azaspiro[3.5]nonane-7-carboxylate C(C)OC1=CC=C(CN2CC(N(C(C2)=O)C2CC3(C2)CCN(CC3)C(=O)OC(C)(C)C)C3=C(C=CC=C3)C(C)C)C=C1